C(C)OC(=O)C=1N(C=CC1C1=CC=CC=C1)N 1-Amino-3-phenyl-1H-pyrrole-2-carboxylic acid ethyl ester